FC=1C=2N(C=C(C1)NC(=O)C1=CN=C(C3=NC=CN=C31)N3C[C@@H](N([C@@H](C3)C)C)C)C=C(N2)C N-(8-fluoro-2-methyl-imidazo[1,2-a]pyridin-6-yl)-5-[(3S,5R)-3,4,5-trimethylpiperazin-1-yl]pyrido[3,4-b]pyrazine-8-carboxamide